ClC=1C=C(C=CC1Cl)C1=CC=C(C=C1)SC=1N=NNC1 4-((3',4'-dichloro-[1,1'-biphenyl]-4-yl)thio)-1H-1,2,3-triazole